2-(2-benzylidenehydrazino)-4-methylpyridine C(C1=CC=CC=C1)=NNC1=NC=CC(=C1)C